C(C)OC(CCC1(C(N(C(=C1CC(=O)OCC)C1=C(C=CC=C1)F)CC1=CC=CC=C1)=O)C)=O 3-(1-benzyl-4-(2-ethoxy-2-oxoethyl)-5-(2-fluorophenyl)-3-methyl-2-oxo-2,3-dihydro-1H-pyrrol-3-yl)propionic acid ethyl ester